sodium monofuroate O1C(=CC=C1)C(=O)[O-].[Na+]